2,6-dichloroquinoline-3-formaldehyde ClC1=NC2=CC=C(C=C2C=C1C=O)Cl